ClC=1C=C(OC(C(=O)NC2=NC=NC(=C2)NCC=2N=C3N(C=C(C=C3)C3CC3)C2)C)C=CC1 2-(3-chlorophenoxy)-N-(6-(((6-cyclopropylimidazo[1,2-a]pyridin-2-yl)methyl)amino)pyrimidin-4-yl)propanamide